5-(cyclohexylmethyl)-N-(4-(5-((4-ethyl-4-hydroxyhexyl)oxy)-2-methylphenyl)-5-fluoropyridin-2-yl)-4H-1,2,4-triazole-3-carboxamide C1(CCCCC1)CC=1NC(=NN1)C(=O)NC1=NC=C(C(=C1)C1=C(C=CC(=C1)OCCCC(CC)(O)CC)C)F